9,10-dihydro-9,10-dihydroxyanthracene OC1C2=CC=CC=C2C(C=2C=CC=CC12)O